ClC=1N=C2N3C=4C=CC=CC4SC3=C(C(C2=CN1)=O)C(=O)OCC ethyl 4-chloro-8-oxo-11-thia-1,3,5-triazatetracyclo[8.7.0.02,7.012,17]heptadeca-2,4,6,9,12(17),13,15-heptaene-9-carboxylate